tetrabutylphosphonium dodecylbenzenesulfonate salt C(CCCCCCCCCCC)OS(=O)(=O)C1=CC=CC=C1.C(CCC)[P+](CCCC)(CCCC)CCCC